C(=O)(O)C[C@@]1([C@H](O)[C@H](O)[C@@H](CO)O1)N1C(=S)NC(=O)C=C1 carboxymethyl-2-thiouridine